tert-butyl (4-amino-3-((4-methylpentyl)oxy)benzyl)carbamate NC1=C(C=C(CNC(OC(C)(C)C)=O)C=C1)OCCCC(C)C